CN(C=1C(C(C1N1CC2(CCN3N=C(C=C32)C=3C=NC2=CC=CC=C2C3)C1)=O)=O)C 3-(dimethylamino)-4-[2'-(quinolin-3-yl)-5',6'-dihydrospiro[azetidine-3,4'-pyrrolo[1,2-b]pyrazol]-1-yl]cyclobut-3-ene-1,2-dione